CC(C(C=1C=C(C=CC1)O)(C)C)(CC)C 3-tetramethylbutylphenol